C(C)(C)C1=CC=CC=2SC3=CC=CC=C3CC12 isopropyl-9H-thioxanthen